3-CYCLOPROPOXY-4-FORMYLPICOLINAMIDE C1(CC1)OC=1C(=NC=CC1C=O)C(=O)N